C(C)(C)C1CC(CCC1)=O 3-isopropylcyclohexan-1-one